C1(CC1)C=1N2C=3SC=4CC(CC4C3C(=NCC2=NN1)C1=C(C=CC=C1F)F)C(=O)OCC ethyl 3-cyclopropyl-9-(2,6-difluorophenyl)-16-thia-2,4,5,8-tetrazatetracyclo[8.6.0.02,6.011,15]hexadeca-1(10),3,5,8,11(15)-pentaene-13-carboxylate